N-hydroxy-cis-4-cyclohexene-1,2-dicarboximide ON1C(=O)[C@@H]2[C@@H](CC=CC2)C1=O